7-(chloro-10-(3-(4-chloro-3,5-dimethylphenoxy)propyl)-4-methyl-1-oxo-6-(1,3,5-trimethyl-1H-pyrazol-4-yl)-3,4-dihydropyrazino[1,2-a]indol-2(1H)-yl)-1-methyl-1H-indole-5-carbohydrazide ClC1N(C(C=2N(C=3C(=CC=CC3C2CCCOC2=CC(=C(C(=C2)C)Cl)C)C=2C(=NN(C2C)C)C)C1C)=O)C=1C=C(C=C2C=CN(C12)C)C(=O)NN